(Z)-4-((4-((6-chloro-7-fluoro-1H-indol-3-yl)methylene)-2,5-dioxoimidazolidin-1-yl)methyl)benzonitrile ClC1=CC=C2C(=CNC2=C1F)\C=C\1/NC(N(C1=O)CC1=CC=C(C#N)C=C1)=O